allyl (6aS)-3-((3-(2-ethoxy-2-oxoethyl)benzyl)oxy)-6-hydroxy-2-methoxy-12-oxo-6,6a,7,8,9,10-hexahydrobenzo[e]pyrido[1,2-a][1,4]diazepine-5(12H)-carboxylate C(C)OC(CC=1C=C(COC=2C(=CC3=C(N(C([C@H]4N(C3=O)CCCC4)O)C(=O)OCC=C)C2)OC)C=CC1)=O